(R)-6-(2-Methoxyphenyl)-2-phenyl-5,6-dihydro-4H-1,3-selenazin-4-one COC1=C(C=CC=C1)[C@H]1CC(N=C([Se]1)C1=CC=CC=C1)=O